ClC=1C=C2C(=CNC2=CC1)C1N(CCC2=CC(=CC=C12)C1=CC=C(C=C1)OC)C(=O)N (5-chloro-1H-indol-3-yl)-6-(4-methoxyphenyl)-3,4-dihydroisoquinoline-2(1H)-carboxamide